(R)-1-(4-methoxyphenyl)-1-phenylethane-1-amine COC1=CC=C(C=C1)[C@](C)(N)C1=CC=CC=C1